1,4-difluoroheptane FCCCC(CCC)F